NCCCCCCNC(C=C)=O N-(6-aminohexyl)acrylamide